C1(=CC=CC2=CC=CC=C12)[C@@H](C)N1CC2(C1)CC(C2)(C(=O)O)C(=O)O (R)-2-(1-(Naphthalen-1-yl)ethyl)-2-azaspiro[3.3]heptane-6,6-dicarboxylic acid